C(C)OC=1C=C2C(=NC(=NC2=C2C1OCC2)C)N[C@H](C)C=2C(=C(C=CC2)C(CO)(F)F)F (R)-2-(3-(1-((6-ethoxy-2-methyl-8,9-dihydrofuro[2,3-h]quinazolin-4-yl)amino)ethyl)-2-fluorophenyl)-2,2-difluoroethane-1-ol